tert-butyl (4-(4,4,5,5-tetramethyl-1,3,2-dioxaborolan-2-yl)pyrazol-1-yl)carboxylate CC1(OB(OC1(C)C)C=1C=NN(C1)C(=O)OC(C)(C)C)C